BrC1=CC2=C(N(C(N2C2CCC(CC2)(F)F)=O)C)C=C1 5-bromo-3-(4,4-difluorocyclohexyl)-1-methyl-1,3-dihydro-2H-benzo[d]imidazol-2-one